FC1(OC2=C(O1)C=CC(=C2)C2(C(NC1=C(C(=CC=C21)F)C(F)(F)F)=O)O)F 3-(2,2-difluorobenzo[d][1,3]dioxol-5-yl)-6-fluoro-3-hydroxy-7-(trifluoromethyl)indol-2-one